2-({2-[(1R,3aS,7aR,E)-1-{(R)-6-(Difluoromethyl)-7,7-difluoro-6-[(trimethylsilyl)oxy]heptan-2-yl}-7a-methyloctahydro-4H-inden-4-ylidene]ethyl}sulfonyl)benzo[d]thiazole FC(C(CCC[C@@H](C)[C@H]1CC[C@H]2\C(\CCC[C@]12C)=C\CS(=O)(=O)C=1SC2=C(N1)C=CC=C2)(C(F)F)O[Si](C)(C)C)F